2-(5-(((1r,3s,5s)-1,5-dimethyl-8-azabicyclo[3.2.1]oct-3-yl)thio)pyrazin-2-yl)-5-(1H-imidazol-1-yl)phenol C[C@]12CC(C[C@](CC1)(N2)C)SC=2N=CC(=NC2)C2=C(C=C(C=C2)N2C=NC=C2)O